[Si](C)(C)(C(C)(C)C)O[C@H]1C[C@@H](O[C@@H]1CO[Si](C)(C)C(C)(C)C)N1CNCC(=C1)C 1-[(2R,4S,5R)-4-[(tert-butyldimethylsilyl)oxy]-5-{[(tertbutyldimethylsilyl)oxy]methyl}oxolan-2-yl]-5-methyl-3H-pyrimidine